methoxytrimethylsilicon CO[Si](C)(C)C